N[C@@H]1[C@H](CC1)NCCCCNC1=CC(=C(C=C1Cl)S(=O)(=O)NC1=NC=NS1)F |o1:1,2| 4-[4-[[(1S,2S) or (1R,2R)-2-aminocyclobutyl]amino]butyl-amino]-5-chloro-2-fluoro-N-(1,2,4-thiadiazol-5-yl)benzenesulfonamide